ClC=1C=CC(=C(C1)C1=CC(N(C=C1OC)C(C(=O)NC1=CC2=CN(N=C2C=C1)C)CCC)=O)N1N=NC(=C1)Cl 2-{4-[5-chloro-2-(4-chloro-1H-1,2,3-triazol-1-yl)phenyl]-5-methoxy-2-oxopyridin-1(2H)-yl}-N-(2-methyl-2H-indazol-5-yl)pentanamide